BrC=1C=C(C=C(C1)OC)NC(=O)NC1=C(C=CC(=C1)F)CO 1-(3-bromo-5-methoxyphenyl)-3-(5-fluoro-2-hydroxymethylphenyl)urea